FC1=C(C=C(C=C1)NC(=O)C=1N(C=C2C1OC[C@H]1[C@H](NS2(=O)=O)CN(C1)C(=O)C=1OC(=NN1)C)C)C trans-N-(4-Fluoro-3-methylphenyl)-7-methyl-2-(5-methyl-1,3,4-oxadiazol-2-carbonyl)-2,3,3a,4,10,10a-hexahydro-1H,7H-dipyrrolo[3,4-b:3',4'-f][1,4,5]oxathiazocin-8-carboxamid-5,5-dioxid